4-PENTYLOXYPHENYLBORONIC ACID C(CCCC)OC1=CC=C(C=C1)B(O)O